N1C=NC2=C1C=CC(=C2)N2C(NCC2C2=CC=C(C=C2)C2CCC(CC2)N2CCOCC2)=O 1-(1H-Benzo[d]imidazol-5-yl)-5-(4-(4-morpholinocyclohexyl)phenyl)imidazolidin-2-on